ClC=1C(=NC(=NC1NC1=CC=NC=C1)N1CCOCC1)C1=C(C(=O)OCC)C=CC(=C1)C1=NN(C=C1)C ethyl 2-(5-chloro-2-morpholino-6-(pyridin-4-ylamino)pyrimidin-4-yl)-4-(1-methyl-1H-pyrazol-3-yl)benzoate